C(CC)C1=C2C(=CC(=C1)O2)CCC 2,6-di-n-propyl-1,4-phenylene ether